OC[C@@]1(N2[C@@H](C[C@@H](C1=O)CC2)C)COC(F)(F)F (1R,2R,4S,6R)-2-(hydroxymethyl)-6-methyl-2-((trifluoromethoxy)methyl)quinuclidin-3-one